CC(C=NC1=C(C=CC=C1)C(C)(C)CC)(CC(=C)C)C1=CC=CC=C1 2,4-dimethyl-N-(2-(tert-pentyl)phenyl)-2-phenylpent-4-en-1-imine